C1C(C=CC2=CC=CC=C12)C=O dihydronaphthalene-2-carbaldehyde